(E)-3-(dimethylamino)-1-(6-methoxynaphthalen-2-yl)prop-2-en-1-one CN(/C=C/C(=O)C1=CC2=CC=C(C=C2C=C1)OC)C